N-[[4-[[(1R)-3-(dimethylamino)-1-[(phenylsulfanyl)methyl]propyl]amino]-3-nitrophenyl]sulfonyl]-benzamide CN(CC[C@H](CSC1=CC=CC=C1)NC1=C(C=C(C=C1)S(=O)(=O)NC(C1=CC=CC=C1)=O)[N+](=O)[O-])C